O1C=CC=2C(NCCC(C21)=O)=O 6,7-dihydro-4H-furo[3,2-c]azepine-4,8(5H)-dione